C(C)(=O)C=1C=C(C=CC1)NC(NC=1C=C2C(N(C=NC2=CC1)CC(=O)NCC)=O)=O 2-(6-(3-(3-acetylphenyl)ureido)-4-oxoquinazolin-3(4H)-yl)-N-ethylacetamide